7-(3,5-dimethylisoxazol-4-yl)-2-ethyl-4-oxoquinolin CC1=NOC(=C1C1=CC=C2C(CC(=NC2=C1)CC)=O)C